8-Fluoro-7-iodo-2,3-dihydrobenzo[b][1,4]dioxine-6-carbonitrile FC1=C(C(=CC2=C1OCCO2)C#N)I